N-(5-(((2R,5'S)-5-((2R,6S)-2,6-Dimethylmorpholino)-5'-methyl-3H-spiro[furo[2,3-c]pyridine-2,3'-pyrrolidin]-1'-yl)methyl)thiazol-2-yl)acetamide C[C@H]1O[C@H](CN(C1)C=1C=C2C(=CN1)O[C@]1(CN([C@H](C1)C)CC1=CN=C(S1)NC(C)=O)C2)C